(4-(imidazo[2,1-b][1,3,4]thiadiazol-6-yl)phenyl)(morpholino)methanone t-Butylperoxyneodecanoat C(C)(C)(C)OOC(CCCCCC(C)(C)C)=O.S1C=2N(N=C1)C=C(N2)C2=CC=C(C=C2)C(=O)N2CCOCC2